C(C)(=O)OC1=C(N)C=CC(=C1)Cl 2-acetoxy-4-chloro-aniline